O1C=NC=C1C=1C=CC=2N(C1)N=C(N2)N 6-(oxazol-5-yl)-[1,2,4]triazolo[1,5-a]pyridin-2-amine